BrC1=C2CCCC2=CC(=C1)[N+](=O)[O-] 4-bromo-6-nitro-2,3-dihydro-1H-indene